[NH]C(CC1=CC=CC=C1)C=1SC(=CN1)CO (2-(1-(λ2-azaneyl)-2-phenylethyl)thiazol-5-yl)methanol